N=1N(C=C2C1CNC2)C=2C=CC(=NC2)C(=O)NC 5-(5,6-dihydropyrrolo[3,4-c]pyrazol-2(4H)-yl)-N-methylpicolinamide